ethyl {6-[(2S)-1-methoxypropan-2-yl]-5,8-dioxo-2-(propan-2-yl)-5,6,7,8-tetrahydro-4H-pyrazolo[1,5-a]pyrrolo[3,4-d]pyrimidin-4-yl}acetate COC[C@H](C)N1C(C=2N(C=3N(C(C2C1)=O)N=C(C3)C(C)C)CC(=O)OCC)=O